(E)-1-(4'-butoxy-[1,1'-biphenyl]-4-yl)-3-(quinoxalin-6-yl)prop-2-en-1-one C(CCC)OC1=CC=C(C=C1)C1=CC=C(C=C1)C(\C=C\C=1C=C2N=CC=NC2=CC1)=O